5-(4-(azetidine-3-oxy)phenoxy)-6-(4-(methylsulfonyl)phenyl)naphthalene-2-ol N1CC(C1)OC1=CC=C(OC2=C3C=CC(=CC3=CC=C2C2=CC=C(C=C2)S(=O)(=O)C)O)C=C1